Ethyl (p-tolyloxy)acetate C1(=CC=C(C=C1)OCC(=O)OCC)C